para-coumaroyl-CoA C(\C=C\C1=CC=C(C=C1)O)(=O)SCCNC(CCNC([C@@H](C(COP(OP(OC[C@@H]1[C@H]([C@H]([C@@H](O1)N1C=NC=2C(N)=NC=NC12)O)OP(=O)(O)O)(=O)O)(=O)O)(C)C)O)=O)=O